OC1=C(C=CC=C1)CC(C)=O 2-hydroxy-phenyl-propanone